N-(biphenyl-4-yl)-N-(9,9-dimethyl-9H-fluoren-2-yl)-N-[4-{(2,4,6-triphenyl)phenyl}phenyl]amine C1(=CC=C(C=C1)N(C1=CC=C(C=C1)C1=C(C=C(C=C1C1=CC=CC=C1)C1=CC=CC=C1)C1=CC=CC=C1)C1=CC=2C(C3=CC=CC=C3C2C=C1)(C)C)C1=CC=CC=C1